C(#N)C1CC2(C1)C[C@H](N(CC2)CC2=C1C=CNC1=C(C=C2OC)C)C2=C(C=C(C(=O)NCC1(CCC1)C(=O)O)C=C2)F 1-((4-((2R,4s,6S)-2-cyano-7-((5-methoxy-7-methyl-1H-indol-4-yl)methyl)-7-azaspiro[3.5]nonan-6-yl)-3-fluorobenzamido)methyl)cyclobutane-1-carboxylic acid